tert-butyl (3S)-3-[[4-(3-chloropyrazin-2-yl)pyrimidin-2-yl]amino]piperidine-1-carboxylate ClC=1C(=NC=CN1)C1=NC(=NC=C1)N[C@@H]1CN(CCC1)C(=O)OC(C)(C)C